5-(3-cyanophenylmethyl)-4H-1,2,4-triazole-3-carboxylic acid C(#N)C=1C=C(C=CC1)CC=1NC(=NN1)C(=O)O